3-[4-[(4-tert-butyltriazol-1-yl)methyl]phenyl]-5-(trifluoromethyl)-1,2,4-oxadiazole C(C)(C)(C)C=1N=NN(C1)CC1=CC=C(C=C1)C1=NOC(=N1)C(F)(F)F